(+-)-methyl lactate CC(C(=O)OC)O